FCCCN1CC(CC1)NC=1C=NC(=CC1)[C@H]1N([C@@H](CC2=C1NC1=CC=CC=C21)C)CC(F)(F)F N-(R)-(1-(3-fluoropropyl)pyrrolidin-3-yl)-6-((1S,3R)-3-methyl-2-(2,2,2-trifluoroethyl)-2,3,4,9-tetrahydro-1H-pyrido[3,4-b]indol-1-yl)pyridin-3-amine